7-methyl-5-[5-(methylsulfonylmethyl)-2-(2,2,2-trifluoroethoxy)phenyl]imidazo[1,5-a]pyrazin-8-one CN1C(C=2N(C(=C1)C1=C(C=CC(=C1)CS(=O)(=O)C)OCC(F)(F)F)C=NC2)=O